(6E)-9-bromo-6-nonenyl acetate C(C)(=O)OCCCCC\C=C\CCBr